C1(CC1)N1CCN(CC1)[C@H]1CNCC1 (R)-1-Cyclopropyl-4-(pyrrolidin-3-yl)piperazine